Methyl 5-(3-((tert-butoxycarbonyl) amino) propoxy)-2-methoxybenzoate C(C)(C)(C)OC(=O)NCCCOC=1C=CC(=C(C(=O)OC)C1)OC